COC1=C(C=CC=C1)NC1=NC(=NC(=N1)N)CN(CC1=CC2=CC=CC=C2C=C1)C N2-(2-methoxyphenyl)-6-((methyl(naphthalen-2-ylmethyl)amino)methyl)-1,3,5-triazine-2,4-diamine